ClC1=C(C=CC=C1Cl)C(CC)N 1-(2,3-dichlorophenyl)propan-1-amine